2-[(cyclopropylmethyl)amino]-N-(5-{[(1S,2S)-2-hydroxycyclohexyl]carbamoyl}-2-methylphenyl)-1,3-thiazole-5-carboxamide C1(CC1)CNC=1SC(=CN1)C(=O)NC1=C(C=CC(=C1)C(N[C@@H]1[C@H](CCCC1)O)=O)C